(2R,4R)-6-chloro-7-fluoro-4-hydroxy-N-[(3S)-3-hydroxy-4-(2-{[(1s,3R)-3-(trifluoromethoxy)cyclobutyl]oxy}acetamido)bicyclo[2.2.2]octan-1-yl]-3,4-dihydro-2H-1-benzopyran-2-carboxamide ClC=1C(=CC2=C([C@@H](C[C@@H](O2)C(=O)NC23C[C@@H](C(CC2)(CC3)NC(COC3CC(C3)OC(F)(F)F)=O)O)O)C1)F